NCCS(=O)(=O)O.C(CCCCCCCCCCC)(=O)C[Na] lauroyl-methyl-sodium taurate